C(C)(C)(C)OC(=O)N1[C@@H]([C@@H]([C@H](C1)OC(=O)OC(C)(C)C)O)CC1=CC=C(C=C1)C(C)(F)F.[Cl-].C(C)[NH+]1C(=CC=C1)CC 1,2-Diethylpyrrolium chlorid tert-butyl-(2R,3S,4S)-4-[(tert-butoxycarbonyl)oxy]-2-{[4-(1,1-difluoroethyl)phenyl]methyl}-3-hydroxypyrrolidine-1-carboxylate